6-amino-5-(2-aminobenzo[d]thiazol-6-yl)nicotinic acid NC1=NC=C(C(=O)O)C=C1C1=CC2=C(N=C(S2)N)C=C1